Ethylene glycol bis[3,3-bis(3-tert-butyl-4-hydroxyphenyl)butyrate] C(C)(C)(C)C=1C=C(C=CC1O)C(CC(=O)OCCOC(CC(C)(C1=CC(=C(C=C1)O)C(C)(C)C)C1=CC(=C(C=C1)O)C(C)(C)C)=O)(C)C1=CC(=C(C=C1)O)C(C)(C)C